5-chloromethyl-7-fluoro-2-(3-fluorophenyl)benzofuran ClCC=1C=C(C2=C(C=C(O2)C2=CC(=CC=C2)F)C1)F